C(CCCCC)OC(CCCCCCCCCC/C=C/CCO)OCCCCCC (3E)-15,15-dihexanyloxy-3-pentadecen-1-ol